C(CCCCCCCCCCC)SC(=S)SCC(=O)O (dodecylthiocarbonothioylthio)-ethanoic acid